ClC=1C=C(C2=C(CC(O2)(C)C)C1)C1=CC(=C(C(=C1)F)N(CCCC(=O)O)C)F 4-{[4-(5-chloro-2,2-dimethyl-2,3-dihydro-benzofuran-7-yl)-2,6-difluoro-phenyl]-methyl-amino}-butyric acid